Cl.FC1([C@]2(CCNC[C@@H]12)C1=CC=C(C=C1)N[C@H]1C(NC(CC1)=O)=O)F (R)-3-((4-((1S,6S)-7,7-difluoro-3-azabicyclo[4.1.0]heptan-6-yl)phenyl)amino)piperidine-2,6-dione HCl salt